C(OCCOCCOCCOCC#C)C=1N=NN(C1)C1C(C(N(C2=CC=C(C=C12)C(=O)[O-])C(C)=O)CC)C 4-(4-(2,5,8,11-tetraoxatetradec-13-yn-1-yl)-1H-1,2,3-triazol-1-yl)-1-acetyl-2-ethyl-3-methyl-1,2,3,4-tetrahydroquinoline-6-carboxylate